7-fluoro-1-methyl-2-(4-(methylsulfonyl)phenyl)-5-(1'-(tetrahydro-2H-pyran-4-yl)-[1,4'-bipiperidin]-4-yl)-1H-benzo[d]imidazole FC1=CC(=CC2=C1N(C(=N2)C2=CC=C(C=C2)S(=O)(=O)C)C)C2CCN(CC2)C2CCN(CC2)C2CCOCC2